N-isopropyl-3-(2-(4-((2-methoxyethoxy)methoxy)-3-(methylsulfonylamino)phenyl)-1-oxo-1,2,3,4-tetrahydroisoquinolin-6-yl)-5-(trifluoromethyl)benzamide C(C)(C)NC(C1=CC(=CC(=C1)C(F)(F)F)C=1C=C2CCN(C(C2=CC1)=O)C1=CC(=C(C=C1)OCOCCOC)NS(=O)(=O)C)=O